(R)-(3-(4-(5-cyclohexyl-1,2,4-oxadiazol-3-yl)phenoxy)pyrrolidin-1-yl)(1-methyl-1H-indazol-3-yl)methanone C1(CCCCC1)C1=NC(=NO1)C1=CC=C(O[C@H]2CN(CC2)C(=O)C2=NN(C3=CC=CC=C23)C)C=C1